C(C)(C)(C)C=1C=C(NN1)NC(=O)NC1=CC=C(C=C1)N1C=NC2=C1C=CC(=C2)OCCOCC#CC2=C1C(N(C(C1=CC=C2)=O)C2C(NC(CC2)=O)=O)=O 1-(5-tert-butyl-2H-pyrazol-3-yl)-3-{4-[5-(2-{3-[2-(2,6-dioxopiperidine-3-yl)-1,3-dioxo-2,3-dihydro-1H-isoindol-4-yl]-prop-2-ynyloxy}-ethoxy)-benzimidazol-1-yl]-phenyl}-urea